4-bromo-6-(methylthio)-[1,3]dioxolo[4,5-c]pyridine BrC1=NC(=CC2=C1OCO2)SC